ClC1=CC=C(C=C1)S(=O)(=O)C1(C(=NN(C1)C(=O)NC1CCC(CC1)S(N)(=O)=O)C1=CC=C(C=C1)F)C1=CC=CC=C1 ((4-chlorophenyl)sulfonyl)-3-(4-fluorophenyl)-4-phenyl-N-((1S,4S)-4-sulfamoylcyclohexyl)-4,5-dihydro-1H-pyrazole-1-carboxamide